C(C)(C)(C)OC(=O)N1[C@H](CC[C@@H](C1)NC(COC1=CC(=C(C=C1)Cl)F)=O)C(=O)O (2R,5S)-1-[(tert-butoxy)carbonyl]-5-[2-(4-chloro-3-fluorophenoxy)acetamido]piperidine-2-carboxylic acid